C(#N)C1=C(OC2=CC=C3N=CC(=NC3=C2)OCC2[C@@H]3CN(C[C@H]23)C(=O)OC(C)(C)C)C(=CC=C1F)F tert-butyl (1S,5R)-6-[[7-(2-cyano-3,6-difluoro-phenoxy)quinoxalin-2-yl]oxymethyl]-3-azabicyclo[3.1.0]hexane-3-carboxylate